C(C)(C)C=1C(=NNC1C=1C=C(C=2N(C1)N=CN2)C)C2=CC=C(C=C2)[C@H](C)N(C([C@H](C)N(C2COC2)C)=O)C (S)-N-((S)-1-(4-(4-isopropyl-5-(8-methyl-[1,2,4]triazolo[1,5-a]pyridin-6-yl)-1H-pyrazol-3-yl)phenyl)ethyl)-N-methyl-2-(methyl(oxetan-3-yl)amino)propanamide